thiomorpholin-S-oxide N1CCS(CC1)=O